O(C1=CC=CC=C1)CCNC(=O)NC=1C=NC2=CC=CC=C2C1 1-(2-phenoxyethyl)-3-quinolin-3-ylurea